(1S,11R)-3,13-Dimethyl-7-pentyl-4-oxatetracyclo[9.4.0.01,3.05,10]pentadeca-5,7,9,12-tetraen-9-ol CC12C[C@]13CCC(=C[C@H]3C3=C(C=C(C=C3O2)CCCCC)O)C